O1CCOC12CCN(CC2)C2=CC1=C(N(C(N1C)=O)C1C(NC(CC1)=O)=O)C=C2 3-(5-{1,4-dioxa-8-azaspiro[4.5]dec-8-yl}-3-methyl-2-oxo-1,3-benzodiazol-1-yl)piperidine-2,6-dione